tert-butyl (S)-(1-(5-(4-(1-isopropylpiperidin-4-yl)phenyl)-3-propylthiophene-2-carbonyl)pyrrolidin-3-yl)carbamate C(C)(C)N1CCC(CC1)C1=CC=C(C=C1)C1=CC(=C(S1)C(=O)N1C[C@H](CC1)NC(OC(C)(C)C)=O)CCC